2,3-dibromopropyltriethoxysilane BrC(C[Si](OCC)(OCC)OCC)CBr